BrC1=CC=CC=2N=C(SC21)CNC(OC(C)(C)C)=O tert-butyl N-[(7-bromo-1,3-benzothiazol-2-yl)methyl]carbamate